N1,N3-bis(4-(t-butyl)phenyl)benzene-1,3-diamine C(C)(C)(C)C1=CC=C(C=C1)NC1=CC(=CC=C1)NC1=CC=C(C=C1)C(C)(C)C